ClC1=C(N=C2SC(=NN21)N2CCC(CC2)C2=NC(=NO2)C(C)C)C2=CC=C(C=C2)S(=O)(=O)C 5-(1-(5-chloro-6-(4-(methylsulfonyl)phenyl)imidazo[2,1-b][1,3,4]thiadiazol-2-yl)piperidin-4-yl)-3-isopropyl-1,2,4-oxadiazole